methyl 2-cyclopropyl-8-(difluoromethoxy)-3-oxo-3,4-dihydroquinoxaline-6-carboxylate C1(CC1)C1=NC2=C(C=C(C=C2NC1=O)C(=O)OC)OC(F)F